C(CCCCCCCCCCCCC)CC(C)(P(C)C)CCCCCCCCCCCCCC ditetradecyl-(dimethylisopropylphosphine)